COC=1C=C2C=CN=C(C2=C(C1)C)N(C(C1=CC=C(C=C1)C=1SC(=NN1)C)=O)[C@H]1CNCCC1 N-(6-methoxy-8-methyl-1-isoquinolyl)-4-(5-methyl-1,3,4-thiadiazol-2-yl)-N-[(3R)-3-piperidyl]benzamide